OC=1C=C(C=CC1O)CCCCC(=O)O 5-(3,4-dihydroxyphenyl)valeric acid